C(C=C)(=O)N1CCC(CC1)OC=1N=C2C(=NC1)NC=C2C(=O)N[C@H]2[C@H](CCC2)F 2-[(1-acryloylpiperidin-4-yl)oxy]-N-[(1R,2S)-2-fluorocyclopentyl]-5H-pyrrolo[2,3-b]pyrazine-7-carboxamide